ClC=1C(=NC(=NC1)N1CCN(C[C@H](C1)C)C)NC1=CC=2C3=C(C(N(C2C=C1)C)=O)OCC([C@@H](N3)C3CC3)(F)F (S)-10-((5-chloro-2-((R)-4,6-dimethyl-1,4-diazepan-1-yl)pyrimidin-4-yl)amino)-2-cyclopropyl-3,3-difluoro-7-methyl-1,2,3,4-tetrahydro-[1,4]oxazepino[2,3-c]quinolin-6(7H)-one